3-glycidoxypropyl-tris(methoxyethoxy)silane C(C1CO1)OCCC[Si](OCCOC)(OCCOC)OCCOC